ClC=1C=C(C=CC1C)NC1N(C(=NC(=N1)N)N1CCOCC1)C1=CC(=C(C=C1)C)C N-(3-Chloro-4-methylphenyl)-N1-(3,4-dimethylphenyl)-6-morpholin-4-yl-[1,3,5]triazine-2,4-diamine